Ethyl 2-[(1R,3R)-1-[(tert-butyldimethylsilyl)oxy]-3-[(2S,3S)-2-{[(2R,4R)-1,4-dimethylpiperidin-2-yl]formamido}-N-hexyl-3-methylpentanamido]-4-methylpentyl]-1,3-thiazole-4-carboxylate [Si](C)(C)(C(C)(C)C)O[C@H](C[C@H](C(C)C)N(C([C@H]([C@H](CC)C)NC(=O)[C@@H]1N(CC[C@H](C1)C)C)=O)CCCCCC)C=1SC=C(N1)C(=O)OCC